C(N)(=N)C=1C=C(OC=2C(=C3C=CNC3=CC2F)/C=C/C(=O)OC)C=CC1F methyl (E)-3-(5-(3-carbamimidoyl-4-fluorophenoxy)-6-fluoro-1H-indol-4-yl)acrylate